2'-bromo-[1,1':4',1''-terphenyl] BrC1=C(C=CC(=C1)C1=CC=CC=C1)C1=CC=CC=C1